5-(1,3-dioxoisoindol-2-yl)-4-ketovalerate O=C1N(C(C2=CC=CC=C12)=O)CC(CCC(=O)[O-])=O